5-(2,5-diazabicyclo[2.2.2]octan-2-yl)-2-(2,6-dioxopiperidin-3-yl)-4,7-difluoroisoindol C12N(CC(NC1)CC2)C2=C(C1=CN(C=C1C(=C2)F)C2C(NC(CC2)=O)=O)F